N=1C=NN2C1C=CC(=C2)C2=CC(=NN2C2=NC(=CC=C2)C)CC(=O)NC2=CC(=CC=C2)C(C)=O 5-([1,2,4]triazolo[1,5-a]pyridin-6-yl)-N-(3-acetylphenyl)-1-(6-methylpyridin-2-yl)-1H-pyrazole-3-carboxyamide